OC=1C(N=CC1)=O 3-hydroxy-pyrrolone